5-((1R,5S)-1-(2,5-difluorophenyl)-2-azabicyclo[3.1.0]hexan-2-yl)pyrazolo[1,5-a]pyrimidin-3-amine FC1=C(C=C(C=C1)F)[C@@]12N(CC[C@H]2C1)C1=NC=2N(C=C1)N=CC2N